C1=CC=C(C=C1)C(=O)C2=C(C(=CC=C2)OCO)CC3=C(C=CC=C3OCO)C(=O)C4=CC=CC=C4 methylenebis(2-hydroxy-4-methoxybenzophenone)